ClC=1C(=NC=CC1C(F)(F)F)C(=O)NC1=CC(=C(C=C1)C)C=1C=NC2=CC(=NC=C2C1)NC 3-chloro-N-(4-methyl-3-(7-(methylamino)-1,6-naphthyridin-3-yl)phenyl)-4-(trifluoromethyl)pyridineamide